CNC1CC1 N-methyl-cyclopropyl-amine